3-(4-((1R,5S)-3,8-diazabicyclo[3.2.1]octan-3-yl)-6,7-difluoro-1-oxoisoindolin-2-yl)piperidine-2,6-dione [C@H]12CN(C[C@H](CC1)N2)C2=C1CN(C(C1=C(C(=C2)F)F)=O)C2C(NC(CC2)=O)=O